4-(2-(4-(3-isopropyl-1,2,4-oxadiazol-5-yl)piperidin-1-yl)thiazolo[5,4-b]pyridin-5-yl)-N-methyl-benzenesulfonamide C(C)(C)C1=NOC(=N1)C1CCN(CC1)C=1SC2=NC(=CC=C2N1)C1=CC=C(C=C1)S(=O)(=O)NC